7-phenethyl-5,6,7,8-tetrahydro-1,6-naphthyridine-2-sulfonate C(CC1=CC=CC=C1)C1NCC=2C=CC(=NC2C1)S(=O)(=O)[O-]